ClC1=C(C=C(C=C1)NC(=O)NC1=CC=C(C=C1)N=NC1=CC(=CC=C1)[N+](=O)[O-])C(F)(F)F 1-[4-chloro-3-(trifluoromethyl)phenyl]-3-{4-[(3-nitrophenyl)diazenyl]phenyl}urea